Cl.CC=1OC=C(N1)[C@H]1NOCC1 (3S)-3-(2-Methyloxazol-4-yl)isoxazolidine HCl salt